2-{3-[(3r,5s)-3,5-dimethylpiperazin-1-yl]-1,2,4-triazin-6-yl}-5-(2-methyl-2H-[1,2,3]triazolo[4,5-c]pyridin-6-yl)phenol C[C@@H]1CN(C[C@@H](N1)C)C=1N=NC(=CN1)C1=C(C=C(C=C1)C1=CC=2C(C=N1)=NN(N2)C)O